tris(dimethylamino)(cyclopentadienyl)Zirconium CN(C)[Zr](C1C=CC=C1)(N(C)C)N(C)C